3-(3,5-difluorophenyl)-2-methyl-8-(prop-1-en-2-yl)imidazo[1,2-b]Pyridazine-7-carboxylic acid ethyl ester C(C)OC(=O)C1=C(C=2N(N=C1)C(=C(N2)C)C2=CC(=CC(=C2)F)F)C(=C)C